The molecule is a monocarboxylic acid anion arising from deprotonation of the carboxy group of oxamic acid. It is a conjugate base of an oxamic acid. C(=O)(C(=O)[O-])N